CCCCCCCC/C=C\\C=C\\CC(=O)[O-] The molecule is a long-chain unsaturated fatty acid anion that is the conjugate base of (3E,5Z)-tetradecadienoic acid, obtained by deprotonation of the carboxy group; major species at pH 7.3. It is a long-chain fatty acid anion, a straight-chain fatty acid anion and a polyunsaturated fatty acid anion. It is a conjugate base of a (3E,5Z)-tetradecadienoic acid.